C(C1=CC=CC=C1)NC(CC1=NC=C(C=C1)C1=COC=C1)=O N-benzyl-2-(5-(furan-3-yl)pyridin-2-yl)acetamide